5-hydroxy-3-[2-(hydroxymethyl)-1H-indol-3-yl]-3-methyl-2,3-dihydro-1H-isoindol-1-one OC=1C=C2C(NC(C2=CC1)=O)(C)C1=C(NC2=CC=CC=C12)CO